N-(2-chloro-3-((3,5-dimethyl-4-oxo-3,4-dihydroquinazolin-6-yl)amino)-4-fluorophenyl)-3-(methoxymethyl)-3-methylazetidine-1-sulfonamide ClC1=C(C=CC(=C1NC=1C(=C2C(N(C=NC2=CC1)C)=O)C)F)NS(=O)(=O)N1CC(C1)(C)COC